N-[(8-hydroxy-5-nitroquinolin-7-yl)(4-methoxyphenyl)methyl]cyclopropanecarboxamide OC=1C(=CC(=C2C=CC=NC12)[N+](=O)[O-])C(NC(=O)C1CC1)C1=CC=C(C=C1)OC